N1-(2-bromo-7-chloroacridin-9-yl)ethane-1,2-diamine BrC1=CC2=C(C3=CC(=CC=C3N=C2C=C1)Cl)NCCN